GAMMA-CARBOXY-GLUTAMAT C(=O)(O)C(C[C@H](N)C(=O)[O-])C(=O)[O-]